[K+].C(C)(C)(C)C=1C(=C(C(=O)[O-])C=C(C1O)C(C)(C)C)C 3,5-di-tert-butyl-4-hydroxy-2-methylbenzoic acid, potassium salt